2-(hexylthio)pyrimidine-4,6-diol C(CCCCC)SC1=NC(=CC(=N1)O)O